C(CC(=O)[O-])(=O)[O-].[Ag+2] mono-silver malonate